[Si]([O-])([O-])([O-])[O-].[Na+].[Na+].[Na+].[Na+] Sodium Silicate